N-(5-methyl-1H-pyrazol-3-yl)furo[3,2-d]pyrimidin-4-amine dihydrochloride Cl.Cl.CC1=CC(=NN1)NC=1C2=C(N=CN1)C=CO2